5-(tert-butyl)-N-methyl-N-(2-methyl-4-(3-(piperazin-1-yl)pyridin-4-yl)benzyl)-1,2,4-oxadiazole-3-carboxamide hydrochloride Cl.C(C)(C)(C)C1=NC(=NO1)C(=O)N(CC1=C(C=C(C=C1)C1=C(C=NC=C1)N1CCNCC1)C)C